C(#N)C1=CC(=C(C=N1)C(=O)OCC1=CC=CC=C1)C1=C(C=CC=C1F)OC(F)F benzyl 6-cyano-4-[2-(difluoromethoxy)-6-fluorophenyl]pyridine-3-carboxylate